ClC=1C=C2C=C(NC2=CC1OCC=1N=CSC1)CNC(CC(F)(F)F)=O N-((5-chloro-6-(thiazol-4-ylmethoxy)-1H-indol-2-yl)methyl)-3,3,3-trifluoropropanamide